N-[4-[2-(2-amino-4,7-dihydro-4-oxo-1H-pyrrolo[2,3-d]pyrimidin-5-yl)ethyl]-benzoyl]-L-glutamic acid NC1=NC(C2=C(N1)NC=C2CCC2=CC=C(C(=O)N[C@@H](CCC(=O)O)C(=O)O)C=C2)=O